1-(9Z-pentadecenoyl)-2-(8Z,11Z,14Z-eicosatrienoyl)-glycero-3-phosphocholine CCCCC/C=C\CCCCCCCC(=O)OC[C@H](COP(=O)([O-])OCC[N+](C)(C)C)OC(=O)CCCCCC/C=C\C/C=C\C/C=C\CCCCC